3-[4-(4-hydroxy-1-piperidyl)indolin-1-yl]piperidine-2,6-dione OC1CCN(CC1)C1=C2CCN(C2=CC=C1)C1C(NC(CC1)=O)=O